1-[3-cyclopropyl-5-[(2-fluoro-2-methyl-propyl)sulfamoyl]-7,8-dihydro-6H-cyclopenta[g]Isoquinolin-7-yl]-3-(2,5-dimethylpyrazol-3-yl)thiourea C1(CC1)C=1N=CC2=CC3=C(C(=C2C1)S(NCC(C)(C)F)(=O)=O)CC(C3)NC(=S)NC=3N(N=C(C3)C)C